4-methyl-1-oxo-6-(1,3,5-trimethylpyrazol-4-yl)-3,4-dihydropyrazino[1,2-a]indol-2-yl-1-(4-pyridylmethyl)indole-2-carboxylic acid CC1CN(C(C=2N1C=1C(=CC=CC1C2)C=2C(=NN(C2C)C)C)=O)C2=C(N(C1=CC=CC=C21)CC2=CC=NC=C2)C(=O)O